isopropyl N-[1-[5-[4-amino-2-(tert-butylsulfamoyl)phenyl] thiazol-2-yl]-4-bicyclo[2.2.2]octanyl]carbamate NC1=CC(=C(C=C1)C1=CN=C(S1)C12CCC(CC1)(CC2)NC(OC(C)C)=O)S(NC(C)(C)C)(=O)=O